C(=O)(O)[C@@H](CC1=CC=C(C=C1)OCCOCCOCCOCC)N1CCNCCNCCNCC1 10-[(1R)-1-carboxy-2-(4-{2-[2-(2-ethoxyethoxy)ethoxy]ethoxy}phenyl)ethyl]-1,4,7,10-tetraazacyclododecane